3-((4-(1-(1-((2-chloro-4-(trifluoromethyl)phenyl)carbamoyl)cyclobutyl)-1H-pyrazol-4-yl)piperidin-1-yl)methyl)-3-fluoroazetidine-1-carboxylate ClC1=C(C=CC(=C1)C(F)(F)F)NC(=O)C1(CCC1)N1N=CC(=C1)C1CCN(CC1)CC1(CN(C1)C(=O)[O-])F